2-chloro-N-(5-((E)-2-(2-(((1r,4r)-4-(dimethylamino)cyclohexyl)amino)pyrimidin-5-yl)vinyl)-3-fluoro-6-methoxypyridin-2-yl)benzenesulfonamide ClC1=C(C=CC=C1)S(=O)(=O)NC1=NC(=C(C=C1F)\C=C\C=1C=NC(=NC1)NC1CCC(CC1)N(C)C)OC